3-(4-methoxy-phenylamino)-N,N-dimethyl-propionamide COC1=CC=C(C=C1)NCCC(=O)N(C)C